2-bromo-1-ethyl-pyridinium hexachloroantimonate Cl[Sb-](Cl)(Cl)(Cl)(Cl)Cl.BrC1=[N+](C=CC=C1)CC